C(CCCCCCCCCCCCCCC)OC[C@@H](COC(C1=CC=CC=C1)(C1=CC=CC=C1)C1=CC=CC=C1)O (S)-1-(hexadecyloxy)-3-(triphenylmethoxy)propan-2-ol